5-chloro-6-(1-methyl-1H-tetrazol-5-yl)pyridin-3-amine ClC=1C=C(C=NC1C1=NN=NN1C)N